O=S1(CC(N(CC1)C(=O)OC(C)(C)C)C(=O)ON1C(C2=CC=CC=C2C1=O)=O)=O O4-tert-Butyl O3-(1,3-dioxoisoindolin-2-yl) 1,1-dioxo-1,4-thiazinane-3,4-dicarboxylate